(E)-2-((E)-1-nitro-3-(thiophen-2-yl)allylidene)-1-((tetrahydrofuran-3-yl)methyl)imidazolidine [N+](=O)([O-])\C(\C=C\C=1SC=CC1)=C/1\N(CCN1)CC1COCC1